Cl.C[C@@H]1O[C@@H](CN(C1)C1=CC=CC(=N1)C1=NC2=CC(=NC=C2C=C1)CN)C (2-(6-((2S,6R)-2,6-dimethylmorpholino)pyridin-2-yl)-1,6-naphthyridin-7-yl)methanamine hydrochloride